N1C=NC=C1CN1CCC(CC1)C=1C=C2C(=C(NC2=CC1)C1=C2C(=NC=C1)NN=C2)CC 4-(5-(1-((1H-imidazol-5-yl)methyl)piperidin-4-yl)-3-ethyl-1H-indol-2-yl)-1H-pyrazolo[3,4-b]pyridine